2-bromo-6-(tert-butyl)-4-methylphenol BrC1=C(C(=CC(=C1)C)C(C)(C)C)O